S1C(=NC2=C1C=CC=C2)C(CC(C(=O)N)OCC)CCC 4-(benzo[d]thiazol-2-yl)-2-ethoxyheptanamide